CC1=C(C=CC(=C1)N1CCC2=CC=C(C=C12)C)C=1C=C2CCN[C@H](C2=CC1)CNC1=C(C(=O)O)C=CN=C1 (R)-3-(((6-(2-methyl-4-(6-methyl-indolin-1-yl)phenyl)-1,2,3,4-tetrahydroisoquinolin-1-yl)methyl)amino)isonicotinic acid